C(C)(=O)OC1=CC=C(C=C1)CSC1=C2N=CN(C2=NC(=N1)N)[C@@H]1O[C@@H]([C@H](C1)O[Si](C)(C)C(C)(C)C)CO[Si](C)(C)C(C)(C)C 4-(((2-amino-9-((2R,4S,5R)-4-((tert-butyldimethylsilyl)oxy)-5-(((tert-butyldimethylsilyl)oxy)methyl)tetrahydrofuran-2-yl)-9H-purin-6-yl)thio)methyl)phenyl acetate